1-(4-(5-(6-methoxypyrazolo[1,5-a]pyridin-4-yl)pyridin-2-yl)piperazin-1-yl)-3-phenylprop-2-yn-1-one COC=1C=C(C=2N(C1)N=CC2)C=2C=CC(=NC2)N2CCN(CC2)C(C#CC2=CC=CC=C2)=O